FC1(CCC1)CNC1=NN2C(C=N1)=C(C=C2)C=2C=CC=1N(C2)C=CN1 N-((1-fluorocyclobutyl)methyl)-5-(imidazo[1,2-a]pyridin-6-yl)pyrrolo[2,1-f][1,2,4]triazin-2-amine